5'-chlorospiro[cyclohexane-1,3'-pyrrolo[3,2-b]pyridine]-2',4(1'H)-dione ClC1=CC=C2C(=N1)C1(C(N2)=O)CCC(CC1)=O